OC[C@H](C1=CC=CC=C1)NC1=CC(=NC=C1C=1OC(=NN1)C1=NC=CC=C1)NC1=CC=C2C(=N1)N(NC2=O)C(C)C (S)-6-((4-((2-hydroxy-1-phenylethyl)amino)-5-(5-(pyridin-2-yl)-1,3,4-oxadiazol-2-yl)pyridin-2-yl)amino)-1-isopropyl-1,2-dihydro-3H-pyrazolo[3,4-b]pyridin-3-one